N[C@H](C(=O)O)CC=1C=NC(=CC1)N1CC(NCC1)=O (S)-2-amino-3-(6-(3-oxopiperazin-1-yl)pyridin-3-yl)propanoic acid